N1(CC2(CC1)OCC1=CC=CC=C12)CC1=CN=C(S1)NC(C)=O N-(5-((3H-spiro[isobenzofuran-1,3'-pyrrolidin]-1'-yl)methyl)thiazol-2-yl)acetamide